Cl.C(C)NC(C)C=1C(=NC=CC1)N(CC1=CC=C(C=C1)OC)CC1=CC=C(C=C1)OC 3-(1-(ethylamino)ethyl)-N,N-bis(4-methoxybenzyl)pyridin-2-amine hydrochloride